C(C)(C)(C)[C@@H]1N(CCN(C1C)C=1C2=C(N(C(N1)=O)C1=C(C=CC=C1)S(=O)(=O)C)N=C(C(=C2)F)Cl)C(=O)O (S)-tert-butyl-4-(7-chloro-6-fluoro-1-(2-(methylsulfonyl)phenyl)-2-oxo-1,2-dihydropyridino[2,3-d]pyrimidin-4-yl)-3-methylpiperazin-1-carboxylic acid